N=1C(CC=C2C=C3C(=CC12)CC1=CC=CC=C13)=O 10H-indeno[3,2-g]Quinoline-2(3H)-one